methyl 2-((4-(2-(4-chloro-2-fluorophenyl)-2-methylbenzo[d][1,3]dioxol-4-yl)piperidin-1-yl)methyl)-1-(((S)-oxetan-2-yl)methyl)-1H-thieno[2,3-d]imidazole-5-carboxylate ClC1=CC(=C(C=C1)C1(OC2=C(O1)C=CC=C2C2CCN(CC2)CC=2N(C1=C(N2)SC(=C1)C(=O)OC)C[C@H]1OCC1)C)F